C1(=CC=C2C=CC3=CC=CC4=CC=C1C2=C34)B(O)O pyreneboronic acid